4-(2-chlorobenzoyl)-6,7-dimethoxy-2-(5-methylbenzo[d]isoxazol-3-yl)isoquinolin-1(2H)-one ClC1=C(C(=O)C2=CN(C(C3=CC(=C(C=C23)OC)OC)=O)C2=NOC3=C2C=C(C=C3)C)C=CC=C1